C(C)(C)NC(OC1CC(CC1)C1=CC(=NN1)NC1=CC2=C(CS(C2)(=O)=O)C=C1C)=O 3-(3-((6-methyl-2,2-dioxido-1,3-dihydrobenzo[c]thiophen-5-yl)amino)-1H-pyrazol-5-yl)cyclopentyl isopropylcarbamate